4-(4-((4,4-dimethylpiperidin-1-yl)methyl)-2,5-difluorophenyl)-9-(6-(methylamino)pyrimidin-4-yl)-1,4,9-triazaspiro[5.5]undecan-2-one CC1(CCN(CC1)CC1=CC(=C(C=C1F)N1CC(NC2(C1)CCN(CC2)C2=NC=NC(=C2)NC)=O)F)C